(4,4'-dimethoxytrityl)-N6-benzoyl-2'-O-methyl-adenosine COC1=CC=C(C(C2=CC=C(C=C2)OC)(C2=CC=CC=C2)[C@@]2([C@H](OC)[C@H](O)[C@@H](CO)O2)N2C=NC=3C(NC(C4=CC=CC=C4)=O)=NC=NC23)C=C1